BrC1=CN=C2C=C(C(=NC2=C1)C)C(=O)OCC ethyl 7-bromo-2-methyl-1,5-naphthyridine-3-carboxylate